2-(4-chloro-1-isopropyl-1H-pyrazol-5-yl)-4-(3-fluoro-4-(1-methyl-4-(trifluoromethyl)-1H-imidazol-2-yl)benzyl)-4,5,6,7-tetrahydropyrazolo[1,5-a]pyrimidine ClC=1C=NN(C1C1=NN2C(N(CCC2)CC2=CC(=C(C=C2)C=2N(C=C(N2)C(F)(F)F)C)F)=C1)C(C)C